dicyclopentadiene calcium diformate C(=O)[O-].C(=O)[O-].[Ca+2].C1=CC=CC1.C1=CC=CC1